2-amino-1,9-dihydro-9-[(1S,3R,4S)-4-hydroxy-3-((S)-((S)-1-methoxycarbonylethylamino-(4-methoxy-phenyl)oxy-phosphoryl)-oxymethyl)-2-methylenecyclopentyl]-6H-purin-6-one NC=1NC(C=2N=CN(C2N1)[C@@H]1C([C@@H]([C@H](C1)O)CO[P@](=O)(OC1=CC=C(C=C1)OC)N[C@@H](C)C(=O)OC)=C)=O